5-ethynylthiophen-2-carbaldehyde C(#C)C1=CC=C(S1)C=O